1-[2-chloro-6-(furan-2-yl)pyrimidin-4-yl]-5-Methoxy-1,2,3-benzotriazole ClC1=NC(=CC(=N1)N1N=NC2=C1C=CC(=C2)OC)C=2OC=CC2